1-Diethylamino-prop-1-yne C(C)N(C#CC)CC